9-[1-[[6-chloro-2-(1-methyl-1,2,4-triazol-3-yl)-3-pyridinyl]amino]ethyl]-4,7-dimethyl-3-(4-piperidinyl)pyrazolo[3,4-c]isoquinolin-5-one ClC1=CC=C(C(=N1)C1=NN(C=N1)C)NC(C)C=1C=2C3=C(N(C(C2C=C(C1)C)=O)C)N(N=C3)C3CCNCC3